5-[(4R,9aR)-8-[5-[(3R)-3-amino-3-methyl-pyrrolidin-1-yl]-3-methyl-2-pyridyl]-4-methyl-3,4,6,7,9,9a-hexahydro-1H-pyrazino[1,2-a]pyrazin-2-yl]-2-deuterio-quinoline-8-carbonitrile N[C@]1(CN(CC1)C=1C=C(C(=NC1)N1C[C@@H]2N([C@@H](CN(C2)C2=C3C=CC(=NC3=C(C=C2)C#N)[2H])C)CC1)C)C